di(2,4,4-trimethylpentyl)phosphoric acid CC(COP(OCC(CC(C)(C)C)C)(O)=O)CC(C)(C)C